CC1=C(OCC(=O)N[C@H]([C@H](C[C@H](CC2=CC=CC=C2)NC(C(=CC=2SC=CC2)N2C(NCCC2)=O)=O)O)CC2=CC=CC=C2)C(=CC=C1)C (S)-N-((2S,4S,5S)-5-(2-(2,6-dimethylphenoxy)acetamido)-4-hydroxy-1,6-diphenylhexane-2-yl)-2-(2-oxotetrahydropyrimidin-1(2H)-yl)-3-(thiophen-2-yl)propenamide